O1COC2=C1C=CC(=C2)N(C(=O)C2=NC(=CC=C2)N2N=C(C(=C2C)Cl)C)C N-(1,3-benzodioxol-5-yl)-6-(4-chloro-3,5-dimethyl-pyrazol-1-yl)-N-methyl-pyridine-2-carboxamide